C(C)(C)(C)[Si](C)(C)OC=1C(=C2C(=NN(C2=CC1)C1OCCCC1)I)F tert-butyl-(4-fluoro-3-iodo-1-tetrahydropyran-2-yl-indazol-5-yl)oxy-dimethyl-silane